4-(5-(3-(2-methoxyethoxy)phenyl)-1-methyl-2-oxo-1,2-dihydropyridin-4-yl)-6-methyl-1-tosyl-2-(1-(trifluoromethyl)-1H-pyrazol-4-yl)-1,6-dihydro-7H-pyrrolo[2,3-c]pyridin-7-one COCCOC=1C=C(C=CC1)C=1C(=CC(N(C1)C)=O)C=1C2=C(C(N(C1)C)=O)N(C(=C2)C=2C=NN(C2)C(F)(F)F)S(=O)(=O)C2=CC=C(C)C=C2